1,5-dihydroxy-3-(3,5-dihydroxyphenyl)-9H-xanthen-9-one OC1=CC(=CC=2OC3=C(C=CC=C3C(C12)=O)O)C1=CC(=CC(=C1)O)O